2-(trimethylsilyl)ethyl [3-({(1R)-1-[1-benzyl-4-(2,5-difluorophenyl)-1H-pyrrol-2-yl]-2,2-dimethylpropyl}amino)propyl]carbamate C(C1=CC=CC=C1)N1C(=CC(=C1)C1=C(C=CC(=C1)F)F)[C@@H](C(C)(C)C)NCCCNC(OCC[Si](C)(C)C)=O